3,3-spirobi[3H-naphtho[2,1-b]pyran] C=1C2=C(OC3(C1)C=CC1=C(O3)C=CC3=CC=CC=C31)C=CC3=CC=CC=C32